5-bromo-3,7-dimethylbenzo[d]oxazol-2(3H)-one BrC=1C=C(C2=C(N(C(O2)=O)C)C1)C